FC1(CCN(CC1)C1=CC(=CC(=N1)NN)C)F [6-(4,4-difluoro-1-piperidinyl)-4-methyl-2-pyridinyl]hydrazine